3-iodopropyl-1-vinyl-imidazole ICCCC=1N(C=CN1)C=C